N1=CC(=CC=C1)C=1C=C2N(N=CC3=C2NN=C3N)C1 8-(pyridin-3-yl)-1H-pyrazolo[3,4-d]pyrrolo[1,2-b]pyridazin-3-amine